arsenic-cadmium [Cd].[As]